N1=CC(=CC=C1)CN1C(=NC2=C1C=CC=C2)C=2C(=NON2)N 4-[1-(pyridin-3-ylmethyl)benzoimidazol-2-yl]-1,2,5-oxadiazol-3-amine